ClC=1C=C(C(=O)OC)C=C(C1OCCCl)C#N Methyl 3-chloro-4-(2-chloroethoxy)-5-cyanobenzoate